C(C)C1(NC(N(C(C1)=O)CC=1C=C(C(=O)NC2C(COC3=CC=CC=C23)(C)O)C=CC1)=N)CC 3-[(4,4-diethyl-2-imino-6-oxo-hexahydropyrimidin-1-yl)methyl]-N-(3-hydroxy-3-methyl-chroman-4-yl)benzamide